sodium 2-(hept-2-yl)-2-methylmalonate CC(CCCCC)C(C(=O)[O-])(C(=O)[O-])C.[Na+].[Na+]